BrCC1=C2C(N(C(C2=CC=C1)=O)N1C(NC(CC1)=O)=O)=O 4-(Bromomethyl)-2-(2,4-dioxotetrahydropyrimidin-1(2H)-yl)isoindoline-1,3-dione